C[C@@H]1C=C(CN(C1)CCC=1C=NC=CC1)C=1C=NC=C(C1)C |r| (±)-5,5'-Dimethyl-1-(2-(pyridin-3-yl)ethyl)-1,2,5,6-tetrahydro-3,3'-bipyridine